FC1=C(C(=CC(=C1)C(NC)=O)F)C=1N=C2N(C=CC(=C2)C)C1CC1CN(CCC1(F)F)C(=O)OC methyl 3-((2-(2,6-difluoro-4-(methylcarbamoyl) phenyl)-7-methylimidazo[1,2-a]pyridin-3-yl) methyl)-4,4-difluoropiperidine-1-carboxylate